1-[2-methoxy-5-(piperazine-1-carbonyl)phenyl]hexahydropyrimidine-2,4-dione COC1=C(C=C(C=C1)C(=O)N1CCNCC1)N1C(NC(CC1)=O)=O